COC(=O)C1=CC(=NC(=C1)C(=O)OC)C1=NC=CC=C1 2,2'-bipyridine-4,6-dicarboxylic acid dimethyl ester